tert-butyl-(1-amino-3-(3-bromophenyl)-1-oxopropan-2-yl) carbamate C(N)(OC(C(=O)N)C(C1=CC(=CC=C1)Br)C(C)(C)C)=O